2-(4-methoxyanilino)-4-(4-(2-(2-pyridyl)ethenyl)anilino)pyrimidine COC1=CC=C(NC2=NC=CC(=N2)NC2=CC=C(C=C2)C=CC2=NC=CC=C2)C=C1